tert-butyl 4-((6-(2-ethyl-6-(methylsulfonyl)-3-oxo-2,3-dihydro-1H-pyrazolo[3,4-d]pyrimidin-1-yl)-3,4-dihydropyridin-2-yl)oxy)piperidine-1-carboxylate C(C)N1N(C2=NC(=NC=C2C1=O)S(=O)(=O)C)C1=CCCC(=N1)OC1CCN(CC1)C(=O)OC(C)(C)C